S1C=CC=NC2=C1C=CC=C2 1,5-BENZOTHIAZEPIN